6-(1'-methyl-4-hydroxy-3-methylbutylamino)purine CC(CC(CO)C)NC1=C2NC=NC2=NC=N1